NC([C@H](C[C@H]1C(NCC1)=O)NC(=O)[C@H]1N(C[C@@H](C1)C)C(=O)C=1NC2=CC=CC(=C2C1)OC)=O (2S,4R)-N-[(1S)-2-amino-2-oxo-1-[[(3S)-2-oxopyrrolidin-3-yl]methyl]ethyl]-1-(4-methoxy-1H-indole-2-carbonyl)-4-methyl-pyrrolidine-2-carboxamide